C(CCCCCCCCCCCCCCCCCCC)(=O)O.C(CCCCCCCCCCCC=CCCCCCC)(=O)OCCCCCCCCCCCCCCCCCCC nonadecyl eicosa-13-enoate eicosanoate